1-methyl-5,6,7,8-tetrahydroimidazo[1,5-a]pyridin CC=1N=CN2C1CCCC2